Cl.OC1=C(C=C(C=C1)C1=CC=C(C=C1)N1C(N(C2=NC=CC=C21)[C@@H]2CNCC2)=O)C(=O)OC Methyl (S)-4-hydroxy-4'-(2-oxo-3-(pyrrolidin-3-yl)-2,3-dihydro-1H-imidazo[4,5-b]pyridin-1-yl)-[1,1'-biphenyl]-3-carboxylate Hydrochloride